3-nitro-N-(3,4,5-trifluorophenyl)pyridin-2-amine [N+](=O)([O-])C=1C(=NC=CC1)NC1=CC(=C(C(=C1)F)F)F